(E)-N-(4-(((4-((2-(aminomethyl)-3-fluoroallyl)oxy)phenyl)sulfonyl)methyl)bicyclo[2.2.2]octan-1-yl)cyclobutanecarboxamide NC/C(/COC1=CC=C(C=C1)S(=O)(=O)CC12CCC(CC1)(CC2)NC(=O)C2CCC2)=C\F